6-(2-fluorophenoxy)-8-methyl-2-[(pyridin-2-ylmethyl)amino]pyrido[2,3-d]pyrimidin-7(8H)-one FC1=C(OC2=CC3=C(N=C(N=C3)NCC3=NC=CC=C3)N(C2=O)C)C=CC=C1